CC1=C(OC(O1)=O)OC(C1=C(C(=NC=C1)C=1C=C2C(=NN(C2=CC1)C(C)C)C#N)C)=O methyl-2-(3-cyano-1-isopropyl-1H-indazol-5-yl)isonicotinic acid (5-methyl-2-oxo-1,3-dioxol-4-yl) ester